Cl.C(C)OC=1C(=NN2C1C=C(C=C2)C(=O)NC=2N=NC(=CC2)C=2CCNCC2)C ethoxy-2-methyl-N-(6-(1,2,3,6-tetrahydropyridin-4-yl)pyridazin-3-yl)pyrazolo[1,5-a]pyridine-5-carboxamide hydrochloride